C(C1=CC=CC=C1)N1CCN(CC1)N1[C@@H](N=C2C(=C1N1N3CCC(CC1)C3C(=O)[O-])C(=NC(=C2F)Cl)C(C)(C)C)OCC(C)C 2-((R)-3-(4-benzylpiperazin-1-yl)-tert-butyl 2-(2-methylpropoxy)-7-chloro-8-fluoropyrido[4,3-d]pyrimidin-4-yl)-diazabicyclo[3.2.1]octane-8-carboxylate